C(C=C)(=O)OC1=C(C=CC=C1)SCC 2-ethylthiophenyl acrylate